CC1=C(C=C(C=C1)CC1C(C2CCC1C2)=O)S(=O)(=O)O 2-methyl-5-(2-oxo-3-norbornylmethyl)benzenesulfonic acid